methyl 2-(3-bromophenyl)-4-(but-2-yn-1-ylthio)-2-methylbutanoate BrC=1C=C(C=CC1)C(C(=O)OC)(CCSCC#CC)C